4-(5-(1-acryloylpyrrolidin-3-yl)pyrrolo[1,2-c]pyrimidin-7-yl)-2-fluoro-N-(4-(trifluoromethyl)pyridin-2-yl)benzamide C(C=C)(=O)N1CC(CC1)C=1C=C(N2C=NC=CC21)C2=CC(=C(C(=O)NC1=NC=CC(=C1)C(F)(F)F)C=C2)F